BrC=1C=C(C=CC1NC1=NC=C(C=C1)C1CCC1)S(=O)(=O)N(C)CC1=CC=C(C=C1)OC 3-Bromo-4-[(5-cyclobutyl-2-pyridyl)amino]-N-[(4-methoxyphenyl)methyl]-N-methyl-benzenesulfonamide